Methyl (S)-2-((S)-4-methyl-2-((S)-3-(naphthalen-1-yl)-2-(5-(trifluoromethyl)isoxazole-3-carboxamido)propanamido)pentanamido)-3-((S)-2-oxopiperidin-3-yl)propanoate CC(C[C@@H](C(=O)N[C@H](C(=O)OC)C[C@H]1C(NCCC1)=O)NC([C@H](CC1=CC=CC2=CC=CC=C12)NC(=O)C1=NOC(=C1)C(F)(F)F)=O)C